FC=1C=CC(=NC1)NC1=C(C(=O)N)C(=CC=N1)NC1=C(C=C(C=C1)N1CCOCC1)NS(=O)(=O)C ((5-fluoropyridin-2-yl)amino)-4-((2-(N-methylsulphonylamino)-4-morpholinophenyl)amino)nicotinamide